(oxazol-4-yl)aniline O1C=NC(=C1)NC1=CC=CC=C1